OCCOCCN1CCN(CC1)CCCC(=O)OCC(COCCCCCCC)(COCCCCCCC)COCCCCCCC 3-(Heptyloxy)-2,2-bis((heptyloxy)methyl)propyl 4-(4-(2-(2-hydroxyethoxy)ethyl)piperazin-1-yl)butanoate